C1CC1NC2=C3C(=NC(=N2)N)N(C=N3)[C@@H]4C[C@@H](C=C4)CO The molecule is a 2,6-diaminopurine that is (1S)-cyclopent-2-en-1-ylmethanol in which the pro-R hydrogen at the 4-position is substituted by a 2-amino-6-(cyclopropylamino)-9H-purin-9-yl group. A nucleoside analogue reverse transcriptase inhibitor (NRTI) with antiretroviral activity against HIV, it is used (particularly as the sulfate) with other antiretrovirals in combination therapy of HIV infection. It has a role as a HIV-1 reverse transcriptase inhibitor, an antiviral drug and a drug allergen.